(m-Butyloxyphenyl)Boron C(CCC)OC=1C=C(C=CC1)[B]